OC1CCN(CC1)CC(=O)C1=C(N(C(=C1)C)C1=CC=C(C(=O)O)C=C1)C 4-(3-(2-(4-Hydroxy-piperidin-1-yl)acetyl)-2,5-dimethyl-1H-pyrrol-1-yl)benzoic acid